(R)-3-((3,4,5-trifluorobenzyl)oxy)-7,8,8a,9-tetrahydropyrrolo[1',2':3,4]imidazo[1,2-c]pyrimidin-1(6H)-one FC=1C=C(COC=2C=C3N(C(N2)=O)C[C@@H]2N3CCC2)C=C(C1F)F